3-(chloromethyl)pyridin-2-amine hydrochloride Cl.ClCC=1C(=NC=CC1)N